(S)-N-(1-((4-(1-benzyl-3-methyl-1H-pyrazol-4-yl)-3-fluorophenyl)amino)1-oxo-3,3-diphenylpropan-2-yl)-1-ethyl-1H-pyrazole-5-carboxamide C(C1=CC=CC=C1)N1N=C(C(=C1)C1=C(C=C(C=C1)NC([C@H](C(C1=CC=CC=C1)C1=CC=CC=C1)NC(=O)C1=CC=NN1CC)=O)F)C